COC1=CC=C(C=C1)SC1=CC=C(C=C1)OC bis(4-methoxyphenyl)sulfane